The molecule is a tetrapeptide composed of L-aspartic acid, L-phenylalanine, L-aspartic acid and L-glutamine joined in sequence by peptide linkages. It has a role as a metabolite. It derives from a L-aspartic acid, a L-phenylalanine and a L-glutamine. C1=CC=C(C=C1)C[C@@H](C(=O)N[C@@H](CC(=O)O)C(=O)N[C@@H](CCC(=O)N)C(=O)O)NC(=O)[C@H](CC(=O)O)N